BrN1C(=O)N(C(=O)C1(C)CC)Br 1,3-dibromo-5-ethyl-5-methylhydantoin